C(C)C1(CC(C1)NC(=O)C1=CC=NC=2N1N=CC2C(=O)N)CC N7-(3,3-diethylcyclobutyl)pyrazolo[1,5-a]pyrimidine-3,7-dicarboxamide